C(#N)CNC(C(C)NC(CCCC1=CC=CC=C1)=O)=O N-(1-((Cyanomethyl)amino)-1-oxopropan-2-yl)-4-phenylbutanamide